(1r,2r) and (1s,2s)-p-methylsulfonylphenyl-serinol CS(=O)(=O)C1=CC=C(C=C1)NC(CO)CO